(benzo[d][1,3]dioxole-5-carbonyl)-D-leucine O1COC2=C1C=CC(=C2)C(=O)N[C@H](CC(C)C)C(=O)O